O1N=NC=C1 racemic-oxadiazole